11-Nonacosene CCCCCCCCCCC=CCCCCCCCCCCCCCCCCC